NC1(CCN(CC1)C=1N=C2SC(=NN2C1C=O)C1=C(C(=CC=C1)Cl)Cl)C (4-amino-4-methylpiperidin-1-yl)-2-(2,3-dichlorophenyl)imidazo[2,1-b][1,3,4]thiadiazole-5-carbaldehyde